1-{1-[4-Chloro-4'-(4-{[cis-2-(trifluoromethyl)cyclopropyl]methyl}piperazin-1-yl)[biphenyl]-2-yl]piperidin-3-yl}-5-(difluoromethyl)-1H-pyrazole-4-carboxylic acid hydrochloride Cl.ClC1=CC(=C(C=C1)C1=CC=C(C=C1)N1CCN(CC1)C[C@H]1[C@H](C1)C(F)(F)F)N1CC(CCC1)N1N=CC(=C1C(F)F)C(=O)O